P(=O)(O)(O)O.N1CCOCC1.N1CCOCC1 dimorpholine phosphate